ClC=1C=CC(=C(OC=2C=C(C(=O)N3CCN(CC3)CC3=NC4=C(N3C[C@H]3OCC3)C=C(C=C4)C(=O)O)C=CC2)C1)F 2-({4-[3-(5-chloro-2-fluorophenoxy)benzoyl]piperazin-1-yl}methyl)-1-{[(2S)-oxetan-2-yl]methyl}-1H-1,3-benzodiazole-6-carboxylic acid